C(#C)C1CCC(CC1)OC1CCN(CC1)C(=O)OC(C)(C)C tert-butyl 4-(4-ethynylcyclohexoxy)piperidine-1-carboxylate